NCCN1N=C(C=2C1=NC=NC2N)C2=CC=C(C=C2)OC2=CC=CC=C2 1-(2-aminoethyl)-3-(4-phenoxyphenyl)-1H-pyrazolo[3,4-d]pyrimidin-4-amine